NC=1C=C2C(=NNC2=C(C1C(C1=C(C=CC(=C1)F)Cl)=O)C#N)C#N 5-amino-6-(2-chloro-5-fluorobenzoyl)-1H-indazole-3,7-dicarbonitrile